BrC1=CC2=C(C(=N1)NC=1C(=CC(=C(C(=O)NC3(CC3)C(F)F)C1)C)F)N(C=N2)C(C)C 5-((6-bromo-3-isopropyl-3H-imidazo[4,5-c]pyridin-4-yl)amino)-N-(1-(difluoromethyl)cyclopropyl)-4-fluoro-2-methylbenzamide